3-(3,5-difluoro-4-(4-((4-hydroxy-4-piperidyl)methyl)piperazin-1-yl)anilino)piperidine-2,6-dione hydrochloride Cl.FC=1C=C(NC2C(NC(CC2)=O)=O)C=C(C1N1CCN(CC1)CC1(CCNCC1)O)F